C(=C)S(=O)(=O)NCC1=NN(C=2N(C([C@H]([C@H](C21)C2=CC=C(C=C2)F)NC(C2=CC(=CC=C2)C(F)(F)F)=O)=O)CC)C2=CC=CC=C2 N-[(4S,5S)-3-(ethenesulfonamidomethyl)-7-ethyl-4-(4-fluorophenyl)-6-oxo-1-phenyl-1H,4H,5H,6H,7H-pyrazolo[3,4-b]pyridin-5-yl]-3-(trifluoromethyl)benzamide